5-(4-Fluorobenzyl)-N-methyl-6-((2-(pyrrolidin-1-yl)ethyl)amino)nicotinamide silicon [Si].FC1=CC=C(CC=2C(=NC=C(C(=O)NC)C2)NCCN2CCCC2)C=C1